C(C)(C)(C)OC(=O)N1CCC(=CC1)C=1C=C2CN(C(C2=CC1)=O)C1C(NC(CC1)=O)=O 4-(2-(2,6-dioxopiperidin-3-yl)-1-oxoisoindolin-5-yl)-3,6-dihydropyridine-1(2H)-carboxylic acid tert-butyl ester